CNC(C1=C(C=CC=C1)SC1=CC=C2C(=NN(C2=C1)C(C1=CN=CC=C1)=O)\C=C\C1=NC=CC=C1)=O N-methyl-2-((1-nicotinoyl-3-((1E)-2-(2-pyridinyl)ethenyl)-1H-indazol-6-yl)thio)benzamide